N1=C(N=CC=C1)C=1C(=NC2=CC=CC=C2N1)C(=O)N (pyrimidin-2-yl)quinoxaline-2-carboxamide